CC1(OB(OC1(C)C)C=1C=C2C=NC(=NC2=CC1)NC(C(C)(C)C)=O)C N-(6-(4,4,5,5-tetramethyl-1,3,2-dioxaborolan-2-yl)quinazolin-2-yl)pivalamide